N-({4-amino-1H,3H-furo[3,4-c]quinolin-7-yl}methyl)-N-(3-chloro-1-cyclopropyl-1H-pyrazol-4-yl)-6-cyanopyridine-3-carboxamide NC1=NC=2C=C(C=CC2C2=C1COC2)CN(C(=O)C=2C=NC(=CC2)C#N)C=2C(=NN(C2)C2CC2)Cl